3-[4-(3,3-difluoropyrrolidin-1-yl)phenyl]-5,5-diethylimidazolidine-2,4-dione FC1(CN(CC1)C1=CC=C(C=C1)N1C(NC(C1=O)(CC)CC)=O)F